OC12CC3CC(CC(C1)(C3)O)C2 3,5-dihydroxyadamantane